FC1=C(C(=CC=C1)C(F)(F)F)C1CCN(CC1)C(=O)C1=NNC=2CN(CCC21)C(=O)OC(C)(C)C tert-butyl 3-(4-(2-fluoro-6-(trifluoromethyl)phenyl)piperidine-1-carbonyl)-4,5-dihydro-1H-pyrazolo[3,4-c]pyridine-6(7H)-carboxylate